4-fluoro-1-isopropyl-2-methyl-6-(5-phenyl-1H-pyrrolo[2,3-b]pyridin-3-yl)-1H-benzo[d]imidazole FC1=CC(=CC=2N(C(=NC21)C)C(C)C)C2=CNC1=NC=C(C=C12)C1=CC=CC=C1